(exo)-N-{3-[5-fluoro-4-(1-methylpyrazol-4-yl)-1H-indazol-7-yl]-1,2,4-triazin-6-yl}-N-methyl-8-azabicyclo[3.2.1]octan-3-amine hydrochloride Cl.FC=1C(=C2C=NNC2=C(C1)C=1N=NC(=CN1)N(C1CC2CCC(C1)N2)C)C=2C=NN(C2)C